COC=1C=C(C=NNC2=C3N=CN(C3=NC(=N2)N2CCOCC2)CC(=O)C2=NC=CC=C2)C=CC1 2-(6-(2-(3-methoxybenzylidene)hydrazinyl)-2-morpholino-9H-purin-9-yl)-1-(pyridin-2-yl)ethane-1-on